Diallyl ((pentane-1,5-diylbis(oxy))bis(6-((S)-2-(hydroxymethyl)azetidine-1-carbonyl)-4-methoxy-3,1-phenylene))dicarbamate C(CCCCOC=1C=C(C(=CC1OC)C(=O)N1[C@@H](CC1)CO)NC(OCC=C)=O)OC=1C=C(C(=CC1OC)C(=O)N1[C@@H](CC1)CO)NC(OCC=C)=O